glycidylether diazide [N-]=[N+]=[N-].[N-]=[N+]=[N-].C(C1CO1)OCC1CO1